ClC1=CC=C2C(=CN(C2=C1Cl)C1=NN(N=C1)COC(C)[Si](C)(C)C)C=1C=NN(C1)C1OCCCC1 1-[[4-[6,7-dichloro-3-(1-tetrahydropyran-2-ylpyrazol-4-yl)indol-1-yl]triazol-2-yl]methoxy]ethyl-trimethyl-silane